{6-[5-(o-chlorophenyl)-4-cyclopropyl-1-pyrazolyl]-2-aza-2-spiro[3.3]heptyl}(2-fluoro-5-hydroxyphenyl)methanone ClC1=C(C=CC=C1)C1=C(C=NN1C1CC2(CN(C2)C(=O)C2=C(C=CC(=C2)O)F)C1)C1CC1